2-amino-N-[5-[3-(3,3-dimethylbutoxy)-5-fluorophenyl]-4-(2-propan-2-ylphenyl)-1,3-thiazol-2-yl]pyridine-4-sulfonamide NC1=NC=CC(=C1)S(=O)(=O)NC=1SC(=C(N1)C1=C(C=CC=C1)C(C)C)C1=CC(=CC(=C1)F)OCCC(C)(C)C